1-tetradecyl-3-propylimidazole C(CCCCCCCCCCCCC)N1CN(C=C1)CCC